N-{[(2R)-1,4-Dioxan-2-yl]methyl}-2-{[(2S)-1,4-dioxan-2-yl]methyl}-4,8-dimethyl-4,5-dihydro-2H-furo[2,3-g]indazol-7-carboxamid O1[C@@H](COCC1)CNC(=O)C1=C(C2=C(CC(C3=CN(N=C23)C[C@@H]2OCCOC2)C)O1)C